(R)-2-Methyl-propane-2-sulfinamide CC(C)(C)[S@@](=O)N